Barium bisulfide [SH-].[Ba+2].[SH-]